4-(tert-Butyl) 2-methyl 1,4-oxazepane-2,4-dicarboxylate O1C(CN(CCC1)C(=O)OC(C)(C)C)C(=O)OC